N1N=CC=C1C(=O)N Pyrazole-5(1H)carboxamide